N1(C=NC=C1)C1=NC(=CC(=N1)C(=O)NC1CCC(CC1)NC(C(F)(F)F)(C)C)C 2-(1H-imidazol-1-yl)-6-methyl-N-((1r,4r)-4-((1,1,1-trifluoro-2-methylpropan-2-yl)amino)cyclohexyl)pyrimidine-4-carboxamide